ClC=1C(=NC(=NC1)NC1=CC=C(C=C1)NC=O)NC1=CC(=CC=C1)C(F)(F)F 5-chloro-N2-(p-formamidophenyl)-N4-(3-(trifluoromethyl)phenyl)pyrimidine-2,4-diamine